(1R,3S)-3-(3-{[(2-meth-oxypyridin-4-yl)acetyl]-amino}-1H-pyrazol-5-yl)-cyclopentyl [(2ξ)-1,1,1-trifluorobutan-2-yl]carbamate FC(C(CC)NC(O[C@H]1C[C@H](CC1)C1=CC(=NN1)NC(CC1=CC(=NC=C1)OC)=O)=O)(F)F